8-phenyl-1-(tetrahydro-2H-pyran-3-yl)-3,6-dihydroimidazo[4,5-d]pyrrolo[2,3-b]pyridin-2(1H)-one C1(=CC=CC=C1)C1=CNC2=NC=C3C(=C21)N(C(N3)=O)C3COCCC3